OCCCCCCCCCCC1=CC=CC=2N(C(N(C21)C)=O)C2C(NC(CC2)=O)=O 3-(4-(10-hydroxydecyl)-3-methyl-2-oxo-2,3-dihydro-1H-benzo[d]imidazol-1-yl)piperidine-2,6-dione